tert-Butyl((1R,2R)-1-hydroxy-1-(thiophen-2-yl)propan-2-yl)carbamate C(C)(C)(C)OC(N[C@@H]([C@H](C=1SC=CC1)O)C)=O